ClC1=CC=C(C2=C1C(S(N2)(=O)=O)C)N 4-Chloro-3-methyl-1,3-dihydro-2,1-benzothiazol-7-amin-2,2-dioxid